CN(C(=O)C=1C=2CNC(C2C=CC1)=O)C N,N-dimethyl-1-oxoisoindoline-4-carboxylic acid amide